(2-(2-(3-(1-acetylpiperidin-4-yl)-5'-fluoro-1'-methyl-1H,1'H-[4,6'-biindazol]-1-yl)acetamido)ethyl)glycine C(C)(=O)N1CCC(CC1)C1=NN(C=2C=CC=C(C12)C1=C(C=C2C=NN(C2=C1)C)F)CC(=O)NCCNCC(=O)O